Cl.CC1(C(NC(CC1)=O)=O)C1=CC=C(C=C1)NC(C)=O N-(4-(3-methyl-2,6-dioxopiperidin-3-yl)phenyl)acetamide hydrochloride